O=C1N(C(C2=CC=CC=C12)=O)C[C@@H](C[C@H]1N(C(OC1)(C)C)C(=O)OC(C)(C)C)F tert-butyl (R)-4-((R)-3-(1,3-dioxoisoindolin-2-yl)-2-fluoropropyl)-2,2-dimethyloxazolidine-3-carboxylate